3,6-di-tert-butyl-9-{1-[3,5-di-tert-butyl-2-(methoxymethoxy)phenyl]-2-methylpropan-1-en-1-yl}-9,9a-dihydro-4aH-fluorene C(C)(C)(C)C=1C=CC2C(C3=CC=C(C=C3C2C1)C(C)(C)C)C(=C(C)C)C1=C(C(=CC(=C1)C(C)(C)C)C(C)(C)C)OCOC